ClC=1C(=C2C=NNC2=C(C1F)NC(C)C)C=1N=CC=2N(C1)C=C(N2)NC(=O)[C@H]2[C@H](C2)C(=O)O (1S,R)-2-((6-(5-chloro-6-fluoro-7-(isopropylamino)-1H-indazol-4-yl)imidazo[1,2-a]pyrazin-2-yl)carbamoyl)cyclopropane-1-carboxylic acid